ClC1=C(C=C(C(=C1)OC1=CC=CC=C1)C)C(=N)NC (2-chloro-5-methyl-4-phenoxy-phenyl)-N-methyl-formamidine